N-n-butyl-phosphoric triamide C(CCC)NP(N)(N)=O